N-Acetylthreonin C(C)(=O)N[C@@H]([C@H](O)C)C(=O)O